N1-[7-(5-methyl-1,2,4-oxadiazol-3-yl)-1-isoquinolyl]cyclobutane-1,3-diamine CC1=NC(=NO1)C1=CC=C2C=CN=C(C2=C1)NC1CC(C1)N